1-(2-chlorophenyl)ethane-1-imine ClC1=C(C=CC=C1)C(C)=N